(S)-borneol [C@@]12(C(CC(CC1)C2(C)C)O)C